O(C1=CC=CC=C1)C=1OC2=C(N1)C=CC=C2 phenoxy-benzooxazole